3-(1-isopropyl-1H-benzo[d][1,2,3]triazol-5-yl)-5-(3-(phenoxy-methyl)phenyl)-1,2,4-oxadiazole C(C)(C)N1N=NC2=C1C=CC(=C2)C2=NOC(=N2)C2=CC(=CC=C2)COC2=CC=CC=C2